F[C@@H]1C[C@H](NC1)C(=O)O (2S,4R)-4-fluoro-pyrrolidine-2-carboxylic acid